tert-butyl 4-(4-((4-([1,2,4]triazolo[1,5-a]pyridin-7-yloxy)-3-methylphenyl)amino)pyrido[3,2-d]pyrimidin-6-yl)-3-methylpiperidine-1-carboxylate N=1C=NN2C1C=C(C=C2)OC2=C(C=C(C=C2)NC=2C1=C(N=CN2)C=CC(=N1)C1C(CN(CC1)C(=O)OC(C)(C)C)C)C